N-(4-chloro-7-methoxyquinolin-6-yl)-2-morpholinylacetamide ClC1=CC=NC2=CC(=C(C=C12)NC(CN1CCOCC1)=O)OC